ClC1=C(OCC2=CC=CC(=N2)CC2CCN(CC2)CC2=NC3=C(N2C[C@H]2OCC2)C=C(C=C3)C(=O)OC)C=CC(=C1)C1CC1 Methyl (S)-2-((4-((6-((2-chloro-4-cyclopropylphenoxy)methyl)pyridin-2-yl)methyl)piperidin-1-yl)methyl)-1-(oxetan-2-ylmethyl)-1H-benzo[d]imidazole-6-carboxylate